4-((5-fluoropyridin-3-yl)oxy)picolinamide ethyl-3-benzyl-6-methyl-2,4-dioxo-3-azabicyclo[3.1.0]hexane-6-carboxylate C(C)OC(=O)C1(C2C(N(C(C12)=O)CC1=CC=CC=C1)=O)C.FC=1C=C(C=NC1)OC1=CC(=NC=C1)C(=O)N